5-((6-tert-butyl-2-ethyl-3,4-dihydroquinolin-1(2H)-yl)sulfonyl)-2-((tetrahydro-2H-pyran-4-yl)methoxy)benzyl alcohol C(C)(C)(C)C=1C=C2CCC(N(C2=CC1)S(=O)(=O)C=1C=CC(=C(CO)C1)OCC1CCOCC1)CC